3-((3,3-dibutyl-7-methoxy-1,1-dioxo-5-phenyl-2,3,4,5-tetrahydro-1,5-benzothiazepin-8-yl)oxy)propanoic acid C(CCC)C1(CS(C2=C(N(C1)C1=CC=CC=C1)C=C(C(=C2)OCCC(=O)O)OC)(=O)=O)CCCC